N-((5-(2-((2-methylquinazolin-4-yl)thio)acetyl)thiophen-2-yl)methyl)methanesulfonamide CC1=NC2=CC=CC=C2C(=N1)SCC(=O)C1=CC=C(S1)CNS(=O)(=O)C